2-(4-bromophenyl)-6-chloro-[1,2,4]triazolo[1,5-a]pyridine BrC1=CC=C(C=C1)C1=NN2C(C=CC(=C2)Cl)=N1